1-(4-ethoxyphenyl)-5-mercapto-tetrazole C(C)OC1=CC=C(C=C1)N1N=NN=C1S